Ethyl 5-methoxy-3-methyl-2-[(11R)-11-methyl-9-oxo-1,10,19-triazatricyclo[10.5.2.015,18]nonadeca-12(19),13,15(18),16-tetraen-17-yl]imidazo[1,2-a]pyridine-7-carboxylate COC1=CC(=CC=2N1C(=C(N2)C2=CC=1C=CC=3[C@H](NC(CCCCCCCN2C1N3)=O)C)C)C(=O)OCC